2-([1-(2-Chlorophenyl)-5-[3-(2-methyl-propoxy)phenyl]-1H-pyrazol-3-yl]methoxy)-2-methylpropanoic acid ClC1=C(C=CC=C1)N1N=C(C=C1C1=CC(=CC=C1)OCC(C)C)COC(C(=O)O)(C)C